COC(CCCCCCC\C=C/CCCCCCCC)=O oleic acid-methyl ester